1'-(6-amino-5-((2-amino-3-chloropyridin-4-yl)thio)-3-fluoropyrazin-2-yl)-1,3-dihydro-spiro[indene-2,4'-piperidine]-1-amine NC1=C(N=C(C(=N1)N1CCC2(CC1)C(C1=CC=CC=C1C2)N)F)SC2=C(C(=NC=C2)N)Cl